(RS)-2,2-difluoro-6-phenyl-7-azaspiro[3.5]nonane FC1(CC2(C1)C[C@@H](NCC2)C2=CC=CC=C2)F |r|